ClC1=C(C=CC(=C1)S(=O)(=O)C(C)C)C1CN(C1)C(=O)N1C[C@H](CC1)C1=CN=NN1 [3-(2-chloro-4-isopropylsulfonyl-phenyl)azetidin-1-yl]-[(3S)-3-(1H-triazol-5-yl)pyrrolidin-1-yl]methanone